C(CCCCCCCCCCCCC)C(C(=O)O)CCCCCCCCCCCC.C(CCCCCCCCCCCCC)(=O)OCCCCCCCCCCCCCC tetradecyl myristate (MYRISTYL MYRISTATE)